C12COCCC2C1 3-oxabicyclo[4.1.0]heptan